1-(((trans-4-((3-(1-Cyclopropyl-1H-pyrazol-4-yl)phenyl)((trans-4-(4-methoxy-3-methylphenyl)cyclohexyl)methyl)carbamoyl)-cyclohexyl)oxy)carbonyl)azetidine-3-carboxylic acid C1(CC1)N1N=CC(=C1)C=1C=C(C=CC1)N(C(=O)[C@@H]1CC[C@H](CC1)OC(=O)N1CC(C1)C(=O)O)C[C@@H]1CC[C@H](CC1)C1=CC(=C(C=C1)OC)C